FC=1C=CC2=C(C(=NO2)C2CCN(CC2)C(=O)N2C[C@@H]3[C@@H](OCC(N3)=O)CC2)C1 |r| rac-(4aR,8aS)-6-(4-(5-Fluorobenzo[d]isoxazol-3-yl)piperidin-1-carbonyl)hexahydro-2H-pyrido[4,3-b][1,4]oxazin-3(4H)-on